2,4-dioxo-1,2,3,4-tetrahydrothieno[3,4-d]pyrimidine-5-carboxylic acid O=C1NC(C=2C(N1)=CSC2C(=O)O)=O